6-(1-(4-(5-(difluoromethyl)-1,3,4-oxadiazol-2-yl)benzyl)-1H-1,2,3-triazol-4-yl)-N-methylquinolin-2-amine FC(C1=NN=C(O1)C1=CC=C(CN2N=NC(=C2)C=2C=C3C=CC(=NC3=CC2)NC)C=C1)F